C(C)N([SiH2]CC[SiH3])CC 1-diethylamino-1,4-disilabutane